FC1=CC=C(CC2=CC3=C(OC[C@@H](N3)C)N=C2C(=O)N2CCCCC2)C=C1 (S)-(7-(4-fluorobenzyl)-2-methyl-2,3-dihydro-1H-pyrido[2,3-b][1,4]oxazin-6-yl)(piperidin-1-yl)methanone